5-METHYLNICOTINIC ACID CC=1C=NC=C(C(=O)O)C1